C(C)(C)(C)OC(=O)N1CCC(=CC1)C1=CC=C(C=C1)N 4-(4-amino-phenyl)-3,6-dihydro-2H-pyridine-1-carboxylic acid tert-butyl ester